(isopentenyl)-4-hydroxybenzoic acid C(CC(=C)C)C1=C(C(=O)O)C=CC(=C1)O